3,5-difluoro-1,1'-biphenyl FC=1C=C(C=C(C1)F)C1=CC=CC=C1